CC=1C=C(C=CC1NC1=NNC(=C1)C1=CC=C(C=C1)N1C(CCC1)=O)NC(C)=O N-(3-methyl-4-((5-(4-(2-oxopyrrolidin-1-yl)phenyl)-1H-pyrazol-3-yl)amino)phenyl)acetamide